FC1CN(C1)C(C#CCOC1OCCCC1)=O 1-(3-fluoroazetidin-1-yl)-4-((tetrahydro-2H-pyran-2-yl)oxy)but-2-yn-1-one